CS(=O)(=O)NC1=CC2=C(C(C(=CO2)NC=O)=O)C=C1OC1=CC=CC=C1 N-[7-[(methylsulfonyl)amino]-4-oxo-6-phenoxy-4H-1-benzopyran-3-yl]-formamide